NC1=CC(=NC(=C1)OC)C1=CC=CC2=C1O[C@@H](CO2)CNC(=O)C=2OC(=CC2)CN2CCN(CC2)C 5-(4-Methyl-piperazin-1-ylmethyl)-furan-2-carboxylic acid [(R)-8-(4-amino-6-methoxy-pyridin-2-yl)-2,3-dihydro-benzo[1,4]dioxin-2-ylmethyl]-amide